COC(C=1C(=C(N)C=CC1F)F)OC 3-(dimethoxymethyl)-2,4-difluoroaniline